FC=1C=C(CNC=2C=C3C(=NNC3=CC2)C=CC2=NC=CC=C2)C=C(C1)C(F)(F)F N-(3-fluoro-5-(trifluoromethyl)benzyl)-3-(2-(pyridin-2-yl)vinyl)-1H-indazol-5-amine